S1(CCCC1)(=O)=O thiolane-1,1-dione